1-(cyclopropylmethyl)-5-methoxy-1H-indole-2-carbaldehyde C1(CC1)CN1C(=CC2=CC(=CC=C12)OC)C=O